[Pd+2].N1=CC=CC2=CC=C3C=CC=NC3=C12 (1,10-phenanthroline) palladium (II)